1-(4-((4-chlorobenzyl)oxy)phenyl)-N-hydroxy-1H-benzo[d]imidazole-6-carboxamide ClC1=CC=C(COC2=CC=C(C=C2)N2C=NC3=C2C=C(C=C3)C(=O)NO)C=C1